isopropyl trans-N-[4-[5-[2-(ethylsulfamoyl)-4-[(1H-imidazol-2-ylamino)methyl]phenyl]thiazol-2-yl]cyclohexyl]carbamate C(C)NS(=O)(=O)C1=C(C=CC(=C1)CNC=1NC=CN1)C1=CN=C(S1)[C@@H]1CC[C@H](CC1)NC(OC(C)C)=O